9-(α-L-lyxofuranosyl)-adenine [C@@H]1([C@H](O)[C@H](O)[C@@H](O1)CO)N1C2=NC=NC(=C2N=C1)N